r-5-[2-(2,6-difluorophenyl)-5-(4-fluorophenyl)-3H-imidazol-4-yl]-3-(1,2,2-trimethylpropyl)-3H-imidazo[4,5-b]pyridin-2-ylamine mesylate S(C)(=O)(=O)O.FC1=C(C(=CC=C1)F)C1=NC(=C(N1)C1=CC=C2C(=N1)N(C(=N2)N)[C@@H](C(C)(C)C)C)C2=CC=C(C=C2)F